Sulfonylglycine S(=O)(=O)=NCC(=O)O